α-naphthylbutylmethylamine C1(=CC=CC2=CC=CC=C12)C(CCC)NC